ClC1=CC2=C(N(C=N2)[C@H]2[C@H](O)[C@@H](O)[C@H](O2)CO)C=C1Cl 5,6-dichloro-1-β-D-xylofuranosyl-benzimidazole